C(C)OC(=O)OC[C@@H]1[C@H]([C@@H]([C@H]([C@H](OC2=C(C=CC=C2)CC2=CC=C(C=C2)CC)O1)O)O)O 2-(4-ethylbenzyl)phenyl 6-O-ethoxycarbonyl-β-D-glucopyranoside